(S)-methyl 2-(4-bromo-2-(1,1-difluoropropyl)-5-fluorophenoxy)propanoate BrC1=CC(=C(O[C@H](C(=O)OC)C)C=C1F)C(CC)(F)F